N[C@H](C(=O)O)CC1=CC=C(C=C1)C1=C(C=CC=C1)OCC(=O)O (S)-2-amino-3-(2'-(carboxymethoxy)-[1,1'-biphenyl]-4-yl)propanoic acid